tert-butyl (S)-2-(6-chloro-2-((S)-3,3,3-trifluoro-2-hydroxy-2-methylpropanoyl)-1,2,3,4-tetrahydroisoquinolin-8-yl)pyrrolidine-1-carboxylate ClC=1C=C2CCN(CC2=C(C1)[C@H]1N(CCC1)C(=O)OC(C)(C)C)C([C@](C(F)(F)F)(C)O)=O